NC1=NC=NN2C1=NC=C2C=2C=C(C=CC2C)S(=O)(=O)N2CC=1N(CC2)N=CC1C#N 5-((3-(4-aminoimidazo[2,1-f][1,2,4]triazin-7-yl)-4-methylphenyl)sulfonyl)-4,5,6,7-tetrahydropyrazolo[1,5-a]pyrazine-3-carbonitrile